lactic acid (2-hydroxypropionate) OC(C(=O)O)C.C(C(O)C)(=O)O